OC1=C(C=CC(=C1)C)C1=NN=C(C=2CCCCC12)N[C@H]1CNCCC1 (R)-3-((4-(2-Hydroxy-4-methylphenyl)-5,6,7,8-tetrahydrophthalazin-1-yl)amino)piperidine